(S)-2-((R)-2-(1-naphthamido)-3-phenylpropanamido)pentanoic acid C1(=CC=CC2=CC=CC=C12)C(=O)N[C@@H](C(=O)N[C@H](C(=O)O)CCC)CC1=CC=CC=C1